ClC=1C=C(CCN2C[C@H](CCC2)CCC2=CC=C(C=C2)S(=O)(=O)C)C=CC1 (S)-1-(3-chlorophenethyl)-3-(4-(methylsulfonyl)phenethyl)piperidine